CN(CCN(C1=C(C=C(C(=C1)OC)NC1=NC=CC(=N1)N1OCC[C@@H]1C1=CC(=CC=C1)OC1=CC=CC=C1)NC(C=C)=O)C)C (R)-N-(2-((2-(dimethylamino)ethyl)(methyl)amino)-4-methoxy-5-((4-(3-(3-phenoxyphenyl)isoxazolidin-2-yl)pyrimidin-2-yl)amino)phenyl)acrylamide